C1(CC1)C1=C(C(=NO1)C1=C(C=CC=C1Cl)Cl)CO[C@H]1[C@@H]2CN([C@H](C1)C2)C=2C=CC(=NC2)C(=O)OC methyl 5-[(1S,4S,5R)-5-[[5-cyclopropyl-3-(2,6-dichlorophenyl)-1,2-oxazol-4-yl]methoxy]-2-azabicyclo[2.2.1]heptan-2-yl]pyridine-2-carboxylate